potassium bromoplatinum Br[Pt].[K]